4-benzyloxybenzoic acid C(C1=CC=CC=C1)OC1=CC=C(C(=O)O)C=C1